6-(2,5-Difluoro-4-(hexahydropyrrolo[1,2-a]pyrazin-2(1H)-yl)phenyl)-1,4-dimethyl-2-(4-(methylsulfonyl)phenyl)-1H-pyrrolo[3,2-c]pyridin FC1=C(C=C(C(=C1)N1CC2N(CC1)CCC2)F)C2=CC1=C(C(=N2)C)C=C(N1C)C1=CC=C(C=C1)S(=O)(=O)C